Ethynylcyclohexan C(#C)C1CCCCC1